C(C=CCCCCCCCCCCC)(=O)[O-].[Zn+2].C(C=CCCCCCCCCCCC)(=O)[O-] zinc tetradecenoate